(R)-7-((6-((dimethyl-amino)methyl)-5-(tetrahydrofuran-3-yl)pyrazin-2-yl)amino)-4-(7-fluoro-imidazo[1,2-a]pyridin-3-yl)isoindolin-1-one CN(C)CC1=C(N=CC(=N1)NC=1C=CC(=C2CNC(C12)=O)C1=CN=C2N1C=CC(=C2)F)[C@@H]2COCC2